C(C1=CC(O)=C(O)C(O)=C1)(=O)OC(\C=C\C1=CC(OC)=C(O)C(OC)=C1)=O sinapoyl gallate